5,7,12,14-tetraaza-6,13-pentacenequinone C1=CC=CC2=NC=3C(C4=NC5=CC=CC=C5N=C4C(C3N=C12)=O)=O